(2-methoxyethyl)-N-[(2-methoxyphenyl)methyl]-6-methyl-4-[(1-methylcyclopropyl)amino]furo[2,3-d]pyrimidine-5-carboxamide COCCC=1N=C(C2=C(N1)OC(=C2C(=O)NCC2=C(C=CC=C2)OC)C)NC2(CC2)C